5-chloro-2-(difluoromethyl)-N-((1r,4r)-4-((3-hydroxy-3-(2-methoxythiazol-5-yl)-2-oxoindolin-1-yl)methyl)cyclohexyl)nicotinamide ClC=1C=NC(=C(C(=O)NC2CCC(CC2)CN2C(C(C3=CC=CC=C23)(C2=CN=C(S2)OC)O)=O)C1)C(F)F